C(C)C1=C(C(=C(C(=C1CC)CC)CC)C)O 2,3,4,5-tetraethyl-6-methylphenol